1-(3-hydroxyphenyl)dihydropyrimidine-2,4(1H,3H)-dione OC=1C=C(C=CC1)N1C(NC(CC1)=O)=O